CC1=COC2=C1C(OC(=C2)C)=O 3,6-Dimethyl-4H-furo[3,2-c]pyran-4-one